(6-methyl-4-(trifluoromethyl)pyridin-2-yl)methylamine hydrochloride Cl.CC1=CC(=CC(=N1)CN)C(F)(F)F